4-((2-(trimethylsilyl)ethoxy)methyl)-2H-pyrazino[2,3-b][1,4]Oxazin-3(4H)-one C[Si](CCOCN1C2=C(OCC1=O)N=CC=N2)(C)C